(3-bromo-1-naphthyl)boric acid BrC=1C=C(C2=CC=CC=C2C1)OB(O)O